3-[4-amino-8-(methylamino)pyrido[3,2-d]Pyrimidin-6-yl]Benzene NC=1C2=C(N=CN1)C(=CC(=N2)C=2C=CC=CC2)NC